1-(((5s,7s)-3-(2-(tert-butyl)-2H-1,2,3-triazol-4-yl)-7-methyl-2-oxo-1-oxa-3-azaspiro[4.5]decan-7-yl)methyl)-1H-benzo[d]imidazole-6-carbonitrile C(C)(C)(C)N1N=CC(=N1)N1C(O[C@]2(C1)C[C@@](CCC2)(C)CN2C=NC1=C2C=C(C=C1)C#N)=O